C(CCCCCC=CCCCC)(=O)O 7-dodecenoic acid